N1=C(SC=2CNCC3(C21)CCOCC3)N3C2CN(CC3CC2)C(=O)OC(C)(C)C tert-butyl 8-(2,3,5,5',6,6'-hexahydro-4'H-spiro[pyran-4,7'-thiazolo[5,4-c]pyridin]-2'-yl)-3,8-diazabicyclo[3.2.1]octane-3-carboxylate